6-fluoro-7-iodoimidazo[1,2-a]pyridine FC=1C(=CC=2N(C1)C=CN2)I